4-Amino-5-chloro-2-methoxy-N-((1-(pyridin-3-yl)cycloheptyl)methyl)benzamid NC1=CC(=C(C(=O)NCC2(CCCCCC2)C=2C=NC=CC2)C=C1Cl)OC